C(C)O/C=C/C1=CC=C2C=NC(=NC2=C1)C (E)-7-(2-ethoxyvinyl)-2-methylquinazoline